N-((6-((3R,5S)-3,5-dimethylpiperazin-1-yl)pyridin-2-yl)methyl)-3-(1H-pyrazol-4-yl)-1H-pyrrolo[2,3-b]pyridin-4-amine C[C@@H]1CN(C[C@@H](N1)C)C1=CC=CC(=N1)CNC=1C2=C(N=CC1)NC=C2C=2C=NNC2